1-(1,4-diazepan-1-yl)-2-hydroxypropan N1(CCNCCC1)CC(C)O